(2R,3S,4R,5R)-5-((bis(4-methoxyphenyl)(phenyl)methoxy)methyl)-4-fluoro-2-(2-isobutyramido-6-oxo-1,6-dihydro-9H-purin-9-yl)tetrahydrofuran-3-yl hydrogen phosphonate triethylamine salt C(C)N(CC)CC.P(O[C@H]1[C@@H](O[C@@H]([C@H]1F)COC(C1=CC=CC=C1)(C1=CC=C(C=C1)OC)C1=CC=C(C=C1)OC)N1C=2N=C(NC(C2N=C1)=O)NC(C(C)C)=O)(O)=O